FC1=C(C=C(C=C1)C)CC(=O)OCC ethyl 2-fluoro-5-methylphenylacetate